2-(quinolin-2-yl)ethane-1-amine N1=C(C=CC2=CC=CC=C12)CCN